tert-butyl N-[(1S)-2-[[amino(cyclopropyl)methylene]amino]-1-methyl-2-oxo-ethyl]carbamate NC(C1CC1)=NC([C@H](C)NC(OC(C)(C)C)=O)=O